OCCC=C(C(=O)O)C.C(C=C)(=O)OO hydroxyl acrylate (hydroxyethyl methacrylate)